1-(naphthylmethyl)-2-cyanopyridinium hexafluoroantimonate F[Sb-](F)(F)(F)(F)F.C1(=CC=CC2=CC=CC=C12)C[N+]1=C(C=CC=C1)C#N